C(C)OC(=O)C=1CN=C(NC1CN1CC=2C(CC1)C(NN2)=O)C=2SC=CN2 6-((3-oxo-2,3,3a,4,5,7-hexahydro-6H-pyrazolo[3,4-c]pyridin-6-yl)methyl)-2-(Thiazol-2-yl)-1,4-dihydropyrimidine-5-carboxylic acid ethyl ester